(19R)-3-ethyl-16-fluoro-5-methoxy-10,19-dimethyl-20-oxa-3,4,8,9,23-pentaazapentacyclo[19.3.1.02,6.08,12.013,18]pentacosa-1(24),2(6),4,9,11,13,15,17,21(25),22-decaen-22-amine C(C)N1C=2C3=CN=C(C(O[C@@H](C4=CC(=CC=C4C4=CC(=NN4CC2C(=N1)OC)C)F)C)=C3)N